NC=1C2=C(N=CN1)N(C(=C2C=2C=NC1=CC=CC=C1C2)C#C)C21CCC(CC2)(C1)NC(=O)C1=[N+](C=CC=C1)[O-] 2-((4-(4-amino-6-ethynyl-5-(quinolin-3-yl)-7H-pyrrolo[2,3-d]pyrimidin-7-yl)bicyclo[2.2.1]heptane-1-yl)carbamoyl)pyridin-1-oxide